5-(trifluoromethoxy)-1H-benzimidazole FC(OC1=CC2=C(NC=N2)C=C1)(F)F